FC(C(=O)[O-])(F)F.CN1N=C(N=C1)C1=CN=[N+](C=C1)CC(=O)NCC(=O)OC methyl 2-[[2-[4-(1-methyl-1,2,4-triazol-3-yl)pyridazin-1-ium-1-yl]acetyl]amino]acetate 2,2,2-trifluoroacetate